[Cl-].[Cl-].C1(CCCCC1)C[SiH]=[Zr+2](C1C(=CC2=C(C=CC=C12)C1=CC=C(C=C1)C(C)(C)C)C)C1C(=CC2=C(C=CC=C12)C1=CC=C(C=C1)C(C)(C)C)C Rac-cyclohexylmethylsilanylidenebis[2-methyl-4-(4-tert-butylphenyl)-inden-1-yl]zirconium dichloride